tert-butyl (S)-2-(5-(ethoxycarbonyl)-4-(4-((4-bromopyridin-2-yl)carbamoyl)phenyl)-1H-imidazol-2-yl)piperidine-1-carboxylate C(C)OC(=O)C1=C(N=C(N1)[C@H]1N(CCCC1)C(=O)OC(C)(C)C)C1=CC=C(C=C1)C(NC1=NC=CC(=C1)Br)=O